ClC1=C(C=C2C(=C(NC2=C1F)C1=NC(=NN1)[C@H](C)N(C)C)C=1C=NNC1)OC (S)-1-(5-(6-chloro-7-fluoro-5-methoxy-3-(1H-pyrazol-4-yl)-1H-indol-2-yl)-1H-1,2,4-triazol-3-yl)-N,N-dimethylethan-1-amine